5-(2-hydroxypropyl)-N,N-dimethyl-1H-pyrazole-1-sulfonamide OC(CC1=CC=NN1S(=O)(=O)N(C)C)C